1-((7-(1-(azetidin-3-yl)-6-chloro-1,2,3,4-tetrahydroquinolin-8-yl)thieno[3,2-b]pyridin-2-yl)methyl)pyrrolidine-2,5-dione, formic acid salt C(=O)O.N1CC(C1)N1CCCC2=CC(=CC(=C12)C1=C2C(=NC=C1)C=C(S2)CN2C(CCC2=O)=O)Cl